1-(4-(8-((2-fluoro-4-(imidazo[1,2-b]pyridazin-7-yloxy)-3-methylphenyl)amino)pyrimido[5,4-d]pyrimidin-2-yl)piperazin-1-yl)prop-2-en-1-one FC1=C(C=CC(=C1C)OC1=CC=2N(N=C1)C=CN2)NC2=NC=NC1=C2N=C(N=C1)N1CCN(CC1)C(C=C)=O